6-methyl-4-isobutyryl-1,3-benzenediol di(4'-iodobenzoate) IC1=CC=C(C(=O)OC2=CC(=C(C=C2C)C(C(C)C)=O)OC(C2=CC=C(C=C2)I)=O)C=C1